(8R,9S)-N-(4-methoxyphenyl)-9-[4-(2-phenylethynyl)phenyl]-1,6-diazabicyclo[6.2.0]decane-6-carboxamide COC1=CC=C(C=C1)NC(=O)N1CCCCN2C[C@@H]([C@@H]2C1)C1=CC=C(C=C1)C#CC1=CC=CC=C1